Diethylsulfoxid C(C)S(=O)CC